C(C1=CC=CC=C1)OC(=O)N[C@H](C(=O)O)CN1C(CCC1)=O (S)-2-(((benzyloxy)carbonyl)amino)-3-(2-oxopyrrolidin-1-yl)propionic acid